tert-butyl {[4-(dihydroxyboryl)-5,7-difluorobenzo[2,1-d][1,3]thiazolin-2-yl]amino}carboxylate OB(C1=C(C=C(C2=C1N=C(S2)NC(=O)OC(C)(C)C)F)F)O